C(C(C)C)N1CCC(CC1)NC(=O)NC=1N=CC2=CC=C(C=C2C1)C=1C=NN(C1)C 1-(1-isobutylpiperidin-4-yl)-3-(6-(1-methyl-1H-pyrazol-4-yl)isoquinolin-3-yl)urea